2-((4-(3-((4-chloro-2-fluorobenzyl)oxy)-1H-pyrazol-1-yl)piperidin-1-yl)methyl)-3-((1-ethyl-1H-imidazol-5-yl)methyl)-3H-imidazo[4,5-b]pyridine-5-carboxylic acid, ammonium salt [NH4+].ClC1=CC(=C(COC2=NN(C=C2)C2CCN(CC2)CC2=NC=3C(=NC(=CC3)C(=O)[O-])N2CC2=CN=CN2CC)C=C1)F